2-(1-methyl-1H-imidazol-5-yl)-N-((1r,4r)-4-methylcyclohexyl)-6-(trifluoromethyl)pyrimidine-4-carboxamide CN1C=NC=C1C1=NC(=CC(=N1)C(=O)NC1CCC(CC1)C)C(F)(F)F